(2r,3r,4r,5s)-3,4,5-tris(benzyloxy)-1-(2-fluorophenylethyl)-2-methylpiperidine C(C1=CC=CC=C1)O[C@@H]1[C@H](N(C[C@@H]([C@H]1OCC1=CC=CC=C1)OCC1=CC=CC=C1)CCC1=C(C=CC=C1)F)C